2-(((cyclobutylmethyl)amino)methyl)-6-((4-(6-(methylthio)-1-(tetrahydro-2H-pyran-2-yl)-1H-Indazol-4-yl)-1H-1,2,3-triazol-1-yl)methyl)-1H-indole-1-carboxylic acid tert-butyl ester C(C)(C)(C)OC(=O)N1C(=CC2=CC=C(C=C12)CN1N=NC(=C1)C1=C2C=NN(C2=CC(=C1)SC)C1OCCCC1)CNCC1CCC1